N-docosylpropane-1,3-diamine CCCCCCCCCCCCCCCCCCCCCCNCCCN